N-(2-(1-(4-bromophenyl)vinyl)phenyl)-4-methyl-N-(2-methylallyl)benzenesulfonamide BrC1=CC=C(C=C1)C(=C)C1=C(C=CC=C1)N(S(=O)(=O)C1=CC=C(C=C1)C)CC(=C)C